hexafluoroisopropyl tert-butyl carbonate C(OC(C(F)(F)F)C(F)(F)F)(OC(C)(C)C)=O